N-[(6-benzyloxy-3-pyridyl)methyl]-3-ethyl-5-(1-piperidyl)pyrazolo[1,5-a]pyrimidin-7-amine C(C1=CC=CC=C1)OC1=CC=C(C=N1)CNC1=CC(=NC=2N1N=CC2CC)N2CCCCC2